N-(4-(4-cyanopyridin-3-yl)-2-(4-methylpiperazin-1-yl)phenyl)-2-(2-fluoro-6-methoxyphenyl)pyrimidine-4-carboxamide C(#N)C1=C(C=NC=C1)C1=CC(=C(C=C1)NC(=O)C1=NC(=NC=C1)C1=C(C=CC=C1OC)F)N1CCN(CC1)C